FC1=C(C(=CC=C1)F)[C@H]1N(OCC1)C1=CC(=NC=N1)NC=1C(=CC(=C(C1)NC(C=C)=O)N1C[C@H]2N(CC[C@H]2C1)C)OC N-(5-((6-((S)-3-(2,6-difluorophenyl)isoxazolidine-2-yl)pyrimidine-4-yl)amino)-4-methoxy-2-((3aS,6aS)-1-methylhexahydro-pyrrolo[3,4-b]pyrrole-5(1H)-yl)phenyl)acrylamide